N1=C(C=CC=C1)N[C@H]1[C@H](C1)C(=O)O (1S,2R)-2-[(pyridin-2-yl)amino]cyclopropane-1-carboxylic acid